CC=1C(=C(C=CC1)C(C)=O)NC1=CC(=CC=C1)C(F)(F)F 1-[3-methyl-2-[3-(trifluoromethyl)anilino]phenyl]ethanone